1-ethyl-(3-(dimethylamino)propyl)carbodiimide hydrochloride Cl.C(C)N=C=NCCCN(C)C